2-[6-(difluoromethoxy)-1-oxo-4-prop-2-ylphthalazin-2-yl]-N-(5-fluoropyrimidin-4-yl)acetamide FC(OC=1C=C2C(=NN(C(C2=CC1)=O)CC(=O)NC1=NC=NC=C1F)C(C)C)F